tert-butyl (1R,5S)-8-(7-bromo-2-chloro-8-fluoro-6-methoxyquinazolin-4-yl)-3,8-diazabicyclo[3.2.1]octane-3-carboxylate BrC1=C(C=C2C(=NC(=NC2=C1F)Cl)N1[C@H]2CN(C[C@@H]1CC2)C(=O)OC(C)(C)C)OC